4-(4-methylphenyl)-3-oxobutanoic acid ethyl ester C(C)OC(CC(CC1=CC=C(C=C1)C)=O)=O